N'-methyl-2-(2,2,7-trifluoro-3-oxo-6-(perfluorophenyl)-2,3-dihydro-4H-benzo[b][1,4]oxazin-4-yl)acetohydrazide CNNC(CN1C2=C(OC(C1=O)(F)F)C=C(C(=C2)C2=C(C(=C(C(=C2F)F)F)F)F)F)=O